para-pyridinol N1=CC=C(C=C1)O